(R)-isobutyl-glutarimide C(C(C)C)[C@@H]1C(=O)NC(CC1)=O